FC1=CC=C(C=C1)N1C(=C(C=2C1=CC1=CN(N=C1C2)C)C2=CC=C(C(=O)O)C=C2)C2CCOCC2 4-[5-(4-fluorophenyl)-2-methyl-6-tetrahydropyran-4-yl-pyrrolo[2,3-f]indazol-7-yl]benzoic acid